N1=C2N(N=C1)C(NC2)=O 6,7-dihydro-5H-imidazo[1,5-b][1,2,4]triazol-5-one